indolethioate N1C(=CC2=CC=CC=C12)C([O-])=S